acenaphthdiol C1(CC2=CC=CC3=CC=CC1=C23)(O)O